methyl 2-[5-[3-(2-aminoethoxy)azetidin-1-yl]-1-methyl-pyrazol-4-yl]-6-methyl-pyridine-4-carboxylate NCCOC1CN(C1)C1=C(C=NN1C)C1=NC(=CC(=C1)C(=O)OC)C